((2S,6S)-6-fluoro-1,4-oxazepan-2-yl)methanol Tert-butyl-4-(3-(3-(4-chloro-2-fluorophenyl)-3-hydroxybutanoyl)-2-hydroxyphenyl)piperidine-1-carboxylate C(C)(C)(C)C1N(CCC(C1)C1=C(C(=CC=C1)C(CC(C)(O)C1=C(C=C(C=C1)Cl)F)=O)O)C(=O)OC[C@H]1OC[C@H](CNC1)F